1-((2R,3S,4R,5R)-3-fluoro-4-((tetrahydro-2H-pyran-2-yl)oxy)-5-(((tetrahydro-2H-pyran-2-yl)oxy)methyl)-5-vinyltetrahydrofuran-2-yl)pyrimidine-2,4(1H,3H)-dione F[C@@H]1[C@@H](O[C@]([C@H]1OC1OCCCC1)(C=C)COC1OCCCC1)N1C(NC(C=C1)=O)=O